3,5-dideoxy-5-[(hydroxyacetyl)amino]-D-glycero-D-galacto-non-2-ulopyranosonic acid OCC(=O)N[C@@H]1[C@H](CC(C(=O)O)(O)O[C@H]1[C@H](O)[C@H](O)CO)O